4-[(3as,6as)-5-[4-(trifluoromethoxy)phenyl]-octahydropyrrolo[3,4-c]pyrrol-2-yl]-6-chloro-1-methyl-2-oxo-1,2-dihydro-1,5-naphthyridine-3-carbonitrile FC(OC1=CC=C(C=C1)N1C[C@@H]2[C@@H](C1)CN(C2)C2=C(C(N(C1=CC=C(N=C21)Cl)C)=O)C#N)(F)F